COC([C@@H](N(C)C(=O)N1CCC2([C@@H](N([C@H](O2)C)C(C)=O)C)CC1)C(C)C)=O |&1:14| racemic-N-((4S)-3-acetyl-2,4-dimethyl-1-oxa-3,8-diazaspiro[4.5]decane-8-carbonyl)-N-methyl-L-valine methyl ester